C1=C(C=CC2=CC=CC=C12)N(C1=CC2=CC=CC=C2C=C1)C1=CC=C(C=C1)C=1C(=CC=CC1)C1=CC=C(C=C1)N(C1=CC2=CC=CC=C2C=C1)C1=CC2=CC=CC=C2C=C1 4,4''-bis[N,N-di(2-naphthyl)amino]terphenyl